3-(3',5'-di-tert-butyl-4-hydroxytoluoyl)-propionic acid C(C)(C)(C)C1=C(C(=CC(=C1O)C(C)(C)C)C)C(=O)CCC(=O)O